C1=CC=CC=2C3=CC=CC=C3C(C12)COC(=O)N[C@@H](CC1=C(NC2=CC=CC=C12)C(=O)OC(C)(C)C)C(=O)O (((9H-fluoren-9-yl)methoxy)carbonyl)-2-(tert-butoxycarbonyl)-L-tryptophan